BrCCC1OCCCC1 2-(2-bromoethyl)tetrahydro-2H-pyran